1-(aminomethyl)cyclopropane-1-carboxamide hydrochloride Cl.NCC1(CC1)C(=O)N